COC1=C(C(=CC(=C1)C)C)C1=CC=C2C(=CC(=NC2=N1)C1=CCCN(C1)C(=O)OC(C)(C)C)C=C tert-butyl 5-[7-(2-methoxy-4,6-dimethyl-phenyl)-4-vinyl-1,8-naphthyridin-2-yl]-3,6-dihydro-2H-pyridine-1-carboxylate